(5aS,6R,11bS)-14-(cyclopropylmethyl)-5a-hydroxy-11-methoxy-3-(2-(4-methyl-1H-pyrazol-1-yl)ethyl)-1,2,3,4,5,5a,6,7-octahydro-6,11b-(epiminoethano)naphtho[1,2-d]azepine-10-carboxamide C1(CC1)CN1CC[C@]23CCN(CC[C@]2([C@H]1CC1=CC=C(C(=C13)OC)C(=O)N)O)CCN1N=CC(=C1)C